1,4-butanedi-amine C(CCCN)N